4-(3-(piperazin-1-yl)propyl)piperazin-1-yl-isoindoline-1,3-dione hydrochloride Cl.N1(CCNCC1)CCCN1CCN(CC1)N1C(C2=CC=CC=C2C1=O)=O